2-(isoquinolin-4-ylamino)-3-(phenylamino)propionitrile hydrochloride Cl.C1=NC=C(C2=CC=CC=C12)NC(C#N)CNC1=CC=CC=C1